6-nitrobenzotriazole-1-carboxamidine [N+](=O)([O-])C=1C=CC2=C(N(N=N2)C(=N)N)C1